tert-butyl [(3S)-1-(6-aminothieno[3,2-b]pyridin-7-yl)piperidin-3-yl]carbamate NC=1C(=C2C(=NC1)C=CS2)N2C[C@H](CCC2)NC(OC(C)(C)C)=O